C#CCCCCCCCCCCCCCCCCCCC henicosyne